NC1=NC(=CC(=N1)N1CCC(CC1)(CCCC1=CC=CC=C1)CO)N (1-(2,6-diaminopyrimidin-4-yl)-4-(3-phenylpropyl)piperidin-4-yl)methanol